ClC=1C=2C(N=C3N(C2C=CC1)C1=CC(=CC=C1C31CCCCC1)C1CCN(CC1)CC1COC3(C1)CCN(CC3)C3=CC(=C(C(=C3)F)N3C(CCCC3=O)=O)F)=O (4-(3-((4-(4'-chloro-5'-oxo-5'H-spiro[cyclohexane-1,7'-indolo[1,2-a]quinazolin]-10'-yl)piperidin-1-yl)methyl)-1-oxa-8-azaspiro[4.5]decan-8-yl)-2,6-difluorophenyl)piperidine-2,6-dione